NC(CCN1N=C(C=C1C(F)F)C(=O)O)=O 1-(3-amino-3-oxo-propyl)-5-(difluoromethyl)pyrazole-3-carboxylic acid